1-(4-(nicotinamido)butyl)-1H-benzo[d]imidazole-5-carboxamide C(C1=CN=CC=C1)(=O)NCCCCN1C=NC2=C1C=CC(=C2)C(=O)N